[Li+].N1=CC(=CC=C1)C1=NOC(=C1)CC(=O)[O-] 2-[3-(pyridin-3-yl)-1,2-oxazol-5-yl]acetic acid Lithium salt